3-(2-(4,6,6a,7,9,10-hexahydro-8H-pyrazino[1,2-a]pyrrolo[4,3,2-de]quinolin-8-yl)ethyl)-2-methyl-6,7,8,9-tetrahydro-4H-pyrido[1,2-a]pyrimidin-4-one C1=CC=C2C=3C(CC4N(C13)CCN(C4)CCC4=C(N=C1N(C4=O)CCCC1)C)=CN2